(S)-8-chloro-5-((2-(3-(6-fluoro-[1,2,4]triazolo[4,3-a]pyridin-7-yl)propyl)-2-azaspiro[3.3]heptan-6-yl)(oxetan-3-yl)methyl)-2-methylphthalazin-1(2H)-one ClC=1C=CC(=C2C=NN(C(C12)=O)C)[C@H](C1COC1)C1CC2(CN(C2)CCCC2=CC=3N(C=C2F)C=NN3)C1